C(C)(C)(C)OC(=O)N1C[C@@H]([C@@H](CC1)C1=CC=CC=C1)C(=O)NC=1C=CC=C2C=CC=NC12 (3R,4R)-4-phenyl-3-(8-quinolylamino-methanoyl)piperidine-1-carboxylic acid tert-butyl ester